2-((3-oxo-3-(3,4,5-trimethyl-8,9-dihydropyrido[3',2':4,5]pyrrolo[1,2-a]pyrazin-7(6H)-yl)propoxy)methyl)azetidin O=C(CCOCC1NCC1)N1CC=2N(CC1)C1=C(C2C)C(=C(C=N1)C)C